C1(CC1)C(=O)NC=1SC2=C(C1C(NCCC)=O)CC(CC2)NC(OC(C)(C)C)=O tert-Butyl N-[2-(cyclopropanecarbonylamino)-3-(propylcarbamoyl)-4,5,6,7-tetrahydrobenzothiophen-5-yl]carbamate